C(C1=CC=CC=C1)[C@@](C(=O)NC=1C(=NC2=C(C=CC=C2C1)F)C)(CC(=C)Cl)C (2R)-2-benzyl-4-chloro-N-(8-fluoro-2-methyl-3-quinolyl)-2-methyl-pent-4-enamide